CC=1OC(=CC1C(=O)NC1=NC(=NS1)CC(C)=O)C1=CC(=CC=C1)OC 2-methyl-5-(3-methoxyphenyl)-N-(3-(2-oxopropyl)-1,2,4-thiadiazol-5-yl)furan-3-carboxamide